NC=1C=CC(=C(C1)C=1C=C(C(N(C1)C)=O)N1CCOCC1)C 5-(5-amino-2-methyl-phenyl)-1-methyl-3-morpholino-pyridin-2-one